1-(2-chloroethyl)-3-(1-diethoxyphosphorylethyl)-1-nitrosourea ClCCN(C(=O)NC(C)P(=O)(OCC)OCC)N=O